N1N=NC=2C=NC=CC21 1H-[1,2,3]triazolo[4,5-c]pyridine